ClC1=CC=C2C(=CC(=NC2=C1Cl)N1CC(NCC1)C(=O)O)N1C=NC=C1 4-(7,8-Dichloro-4-(1H-Imidazol-1-Yl)Quinolin-2-Yl)Piperazine-2-Carboxylic Acid